2-(2-hydroxyphenyl) benzothiazolate S1C(=NC2=C1C=CC=C2)C(=O)OC2=C(C=CC=C2)O